OC(CN(C)C)CO 2,3-dihydroxypropyldimethylamine